FC=1C=C(CC=2C=C3C(=NNC3=CC2)N)C=C(C1)F 5-(3,5-difluorobenzyl)-1H-indazol-3-amine